C(#N)C1=C(OC2=C1C(=CC=C2)B2OCC(CO2)(C)C)N=CN(C)C N'-[3-cyano-4-(5,5-dimethyl-1,3,2-dioxaborinan-2-yl)benzofuran-2-yl]-N,N-dimethyl-formamidine